ClC(C(=O)[O-])(C1=CC=CC=C1)CC1=CC=CC=C1.[I-].C(CCCCC)OC=1C(=NSN1)C1=CCC[N+](C1)(C(OC(CC1=CC=CC=C1)=O)C1=CC=CC=C1)C.C(CCCCC)OC=1C(=NSN1)C1=CCC[N+](C1)(C)C(C1=CC=CC=C1)OC(CC1=CC=CC=C1)=O 5-(4-(hexyloxy)-1,2,5-thiadiazol-3-yl)-1-methyl-1-(phenyl(2-phenylacetoxy)methyl)-1,2,3,6-tetrahydropyridin-1-ium iodide Chloro(phenyl)methyl-2-phenylacetate